C1(CC1)C1=CN(C=2N=CN=C(C21)N2[C@H](CN(CC2)C(=O)OC(C)(C)C)C)C=2C=NC=C(C2)[N+]#[C-] tert-Butyl (S)-4-(5-cyclopropyl-7-(5-isocyanopyridin-3-yl)-7H-pyrrolo[2,3-d]pyrimidin-4-yl)-3-methylpiperazine-1-carboxylate